BrC(CS(=O)(=O)CCN(C(OC(C)(C)C)=O)C)CBr tert-butyl N-[2-(2,3-dibromopropylsulfonyl)ethyl]-N-methyl-carbamate